2,2,4-Trimethylpentyl-trimethoxysilan CC(C[Si](OC)(OC)OC)(CC(C)C)C